SCCP(OCC)(OCC)=O diethyl (2-mercaptoethyl)phosphonate